ClC=1C=C(C=NC1Cl)NC([O-])=O (5,6-dichloro-3-pyridyl)carbamate